C(C)N1C(NC2=CC(=CC=C2C1=O)CN1CCN(CC1)C=1C=CC(=NC1F)C(=O)N)=O 5-(4-((3-ethyl-2,4-dioxo-1,2,3,4-tetrahydroquinazolin-7-yl)methyl)piperazin-1-yl)-6-fluoropicolinamide